3,7-Dimethylquercetin COC1=CC(=C2C(=C1)OC(=C(C2=O)OC)C3=CC(=C(C=C3)O)O)O